C(CC)C1=CNC=C1 3-n-propylpyrrole